C(#N)C1=C(C=C(C=C1)NS(=O)(=O)C1=CC(=C(C=C1)OCC)C1=NN2C(C(N1)=O)=C(N=C2CCC)C)C(F)(F)F N-(4-cyano-3-(trifluoromethyl)phenyl)-4-ethoxy-3-(5-methyl-4-oxo-7-propyl-3,4-dihydroimidazo[5,1-f][1,2,4]triazin-2-yl)benzenesulfonamide